tert-butyl (S)-4-(6,7-dichloro-1-(4-methoxybenzyl)-2-oxo-1,2-dihydropyrido[2,3-d]pyrimidin-4-yl)-3-methylpiperazine-1-carboxylate ClC1=CC2=C(N(C(N=C2N2[C@H](CN(CC2)C(=O)OC(C)(C)C)C)=O)CC2=CC=C(C=C2)OC)N=C1Cl